NC=1SC=C(N1)C=1C=C(C=CC1)C1(C(N(CC1)C)=O)O 3-(3-(2-aminothiazol-4-yl)phenyl)-3-hydroxy-1-methylpyrrolidin-2-one